(S)-2-(2-(pyridin-4-yl)acetamido)-9-(5,6,7,8-tetrahydro-1,8-naphthyridin-2-yl)nonanoic acid methyl ester COC([C@H](CCCCCCCC1=NC=2NCCCC2C=C1)NC(CC1=CC=NC=C1)=O)=O